2,3-dimethyl-4-bromopyridine CC1=NC=CC(=C1C)Br